NC1=C(C=CC(=C1)C#N)NCC1=CC=C(C=C1)S(=O)(=O)N 4-(((2-amino-4-cyanophenyl)amino)methyl)benzenesulfonamide